COCCOC1=CC=C(C=C1)O 4-(2-methoxyethoxy)phenol